N-[[6-[(4-Isopropylphenyl)methylamino]-2-pyridyl]sulfonyl]-2-(2,2,4-trimethylpyrrolidin-1-yl)pyridin-3-carboxamid C(C)(C)C1=CC=C(C=C1)CNC1=CC=CC(=N1)S(=O)(=O)NC(=O)C=1C(=NC=CC1)N1C(CC(C1)C)(C)C